ClC1=C(C=C2CCC(C2=C1)=O)O 6-chloro-5-hydroxy-2,3-dihydro-1H-inden-1-one